4-Cyano-4''-pentyl-p-terphenyl C(#N)C1=CC=C(C=C1)C1=CC=C(C=C1)C1=CC=C(C=C1)CCCCC